1-(4-((4-((5-(furan-3-yl)-2-methoxyphenyl)amino)-7-methoxy-quinazolin-6-yl)oxy)piperidin-1-yl)prop-2-en-1-one O1C=C(C=C1)C=1C=CC(=C(C1)NC1=NC=NC2=CC(=C(C=C12)OC1CCN(CC1)C(C=C)=O)OC)OC